benzodioxin O1C=COC2=C1C=CC=C2